5-bromo-3,3-dimethyl-4-oxopentanoic acid BrCC(C(CC(=O)O)(C)C)=O